2-(((tert-butyldimethylsilyl)oxy)methyl)-5-fluoroisonicotinonitrile [Si](C)(C)(C(C)(C)C)OCC=1C=C(C#N)C(=CN1)F